(1-bromoethyl)-6-methyl-2-(2-methylindol-5-yl)chromen-4-one BrC(C)C1=C(OC2=CC=C(C=C2C1=O)C)C=1C=C2C=C(NC2=CC1)C